2-((2-aminoethyl)disulfanyl)nicotinic acid NCCSSC1=C(C(=O)O)C=CC=N1